(3-Fluoro-5-(1-(4-fluorophenyl)-3-methyl-1H-pyrazol-4-yl)phenyl)methylamine trifluoroacetate FC(C(=O)O)(F)F.FC=1C=C(C=C(C1)C=1C(=NN(C1)C1=CC=C(C=C1)F)C)CN